bis(2,3-dihydroxypropyl)-2,4,6-triiodo-1,3-benzenedicarboxamide OC(CNC(=O)C=1C(=C(C(=CC1I)I)C(=O)NCC(CO)O)I)CO